tert-butyl 2,2-dimethyl-4-morpholinopyrrolidine-1-carboxylate CC1(N(CC(C1)N1CCOCC1)C(=O)OC(C)(C)C)C